S1C(=NC2=C1C=CC=C2)NC(=O)C=2C=CC=C1CCN(CC21)C2=CC=C(C(=N2)C(=O)OC(C)(C)C)C=2C(=C(OCC[C@H]1CC13CCN(CC3)CC(=O)O)C=CC2)C (R)-2-(1-(2-(3-(6-(8-(benzo[d]thiazol-2-ylcarbamoyl)-3,4-dihydroisoquinolin-2(1H)-yl)-2-(tert-butoxycarbonyl)pyridin-3-yl)-2-methylphenoxy)ethyl)-6-azaspiro[2.5]octan-6-yl)acetic acid